O[C@H]1[C@@H](N(C1)C=1N=C(C2=C(N1)COCC2)C=2C=C(C=CC2)S(=O)(=O)N)C 3-(2-((2S,3R)-3-hydroxy-2-methylazetidin-1-yl)-6,8-dihydro-5H-pyrano[3,4-d]pyrimidin-4-yl)benzenesulfonamide